ClC1=NC(=CC=C1C(=O)NS(=O)(=O)C1=CC=CC(=N1)NCCCCC1CC(N(C1)C(=O)OC(C)(C)C)(C)C)N1N=C(C=C1)OCCC1(CC1)C(F)(F)F tert-Butyl 4-[4-[[6-[[2-chloro-6-[3-[2-[1-(trifluoromethyl)cyclopropyl]ethoxy]pyrazol-1-yl]pyridine-3-carbonyl]sulfamoyl]-2-pyridyl]amino]butyl]-2,2-dimethyl-pyrrolidine-1-carboxylate